C[C@@H]1O[C@@H](CN(C1)C1=CC=CC(=N1)C1=NC2=CC(=NC=C2C=C1)CNC(C1=CC(=C(C(=C1)B1OC(C(O1)(C)C)(C)C)C)C)=O)C N-((2-(6-((cis)-2,6-dimethylmorpholino)pyridin-2-yl)-1,6-naphthyridin-7-yl)methyl)-3,4-dimethyl-5-(4,4,5,5-tetramethyl-1,3,2-dioxaborolan-2-yl)benzamide